3-(3-chlorophenyl)isoxazol ClC=1C=C(C=CC1)C1=NOC=C1